C(C1=CC=CC=C1)N1CN(C=C1)C 3-benzyl-1-methyl-1H-imidazole